N-(4-((4-(4-cyano-6-methylpyrimidin-2-yl)piperazin-1-yl)sulfonyl)phenyl)-1-((methylsulfonyl)methyl)-1H-imidazole-5-carboxamide C(#N)C1=NC(=NC(=C1)C)N1CCN(CC1)S(=O)(=O)C1=CC=C(C=C1)NC(=O)C1=CN=CN1CS(=O)(=O)C